7'-bromo-4,4-difluoro-5'-iodo-1',2'-dihydro-9'H-spiro[cyclohexane-1,3'-pyrrolo[2,1-b]quinazolin]-9'-one BrC1=CC=2C(N3C(=NC2C(=C1)I)C1(CC3)CCC(CC1)(F)F)=O